C(C)OC(\C=C\C1=CC(=C(C=C1)F)F)=O (2E)-3-(3,4-difluorophenyl)prop-2-enoic acid ethyl ester